t-butylaminoethyl-tantalum C(C)(C)(C)NCC[Ta]